N=C1N(S(C=C(N1)C)(=O)=O)C 3-imino-2,5-dimethyl-1,1-dioxo-1,2,4-thiadiazine